3-Amino-bicyclo[3.2.1]octan-8-ol NC1CC2CCC(C1)C2O